2-((6-(difluoromethoxy)pyridin-3-yl)amino)-N-(5-(2-fluorophenyl)pyridin-3-yl)pyrimidine-4-carboxamide FC(OC1=CC=C(C=N1)NC1=NC=CC(=N1)C(=O)NC=1C=NC=C(C1)C1=C(C=CC=C1)F)F